[1,3]-oxazolo[4,5-F][1,3]benzoxazol-2,6(3h,5h)-dione O1C(NC2=C1C=C1C(=C2)NC(O1)=O)=O